tert-Butyl {1-[6-methyl-2-(1-oxido-2,3-dihydro-1,4-benzothiazepin-4(5H)-yl)quinazolin-4-yl]pyrrolidin-3-yl}carbamate CC=1C=C2C(=NC(=NC2=CC1)N1CCS(C2=C(C1)C=CC=C2)=O)N2CC(CC2)NC(OC(C)(C)C)=O